3,5-ditertiarybutylphenylboronic acid C(C)(C)(C)C=1C=C(C=C(C1)C(C)(C)C)B(O)O